BrC=1N=C(SC1)C(=O)N=CN(C)C N'-(4-bromothiazole-2-carbonyl)-N,N-dimethylformamidine